(4-(1H-imidazol-1-yl)phenylthio)-2-nitroaniline N1(C=NC=C1)C1=CC=C(C=C1)SNC1=C(C=CC=C1)[N+](=O)[O-]